N-(4-(dimethoxymethyl)-2,6-dimethylbenzyl)acetamide COC(C1=CC(=C(CNC(C)=O)C(=C1)C)C)OC